NC1=CC=C(C=C1)N 1,4-Diaminobenzol